CC=1C=C2C(C=C(OC2=CC1)N1CCC2(CC1)CCNCC2)=O 6-methyl-4-oxo-2-(3,9-diazaspiro[5.5]undecan-3-yl)-4H-chromen